ON1C(=NOC1NC=1C=CC=NC1)C1=NC=C(C=C1)C(F)(F)F N'-hydroxy-5-((3-(5-(trifluoromethyl)pyridin-2-yl)-1,2,4-oxadiazol-5-yl)amino)pyridine